C(C)C(CC)NC=1C=C(C=2N(N1)C(=NN2)C(C)C)NCC=2NC1=CC=CC=C1C2 N6-(1-ethylpropyl)-N8-(1H-indol-2-ylmethyl)-3-isopropyl-[1,2,4]triazolo[4,3-b]pyridazine-6,8-diamine